(3-nitrophenyl)hydrazine [N+](=O)([O-])C=1C=C(C=CC1)NN